2-[1-(4-amino-2,6-difluoro-phenyl) azetidin-3-yl]Ethyl acetate C(C)(=O)OCCC1CN(C1)C1=C(C=C(C=C1F)N)F